1-((3-fluoro-5-methoxy-2',2''-dimethyl-3''-(5-methylpicolinamido)-[1,1':3',1''-terphenyl]-4-yl)methyl)azetidine-3-carboxylic acid FC=1C=C(C=C(C1CN1CC(C1)C(=O)O)OC)C1=C(C(=CC=C1)C1=C(C(=CC=C1)NC(C1=NC=C(C=C1)C)=O)C)C